1,3-dimethyl-1,4,5,6-tetrahydropyridinium C[NH+]1C=C(CCC1)C